3-(2-amino-[1,2,4]-triazolo[1,5-a]-pyridin-7-yl)-N-(3-cyclohexylpropyl)-2-fluoro-6-methyl-benzamide NC1=NN2C(C=C(C=C2)C=2C(=C(C(=O)NCCCC3CCCCC3)C(=CC2)C)F)=N1